6-(pyrazolo[1,5-a]pyrimidin-3-yl)-1H-pyrazolo[4,3-c]pyridine N1=CC(=C2N1C=CC=N2)C2=CC1=C(C=N2)C=NN1